ClCC1=NC(=NO1)C1C2CN(CC12)C1=CC(=CC=C1)F 5-(chloromethyl)-3-[3-(3-fluorophenyl)-3-azabicyclo[3.1.0]hexane-6-yl]-1,2,4-oxadiazole